(2R,3R,4R,5S)-2-methyl-1-(3-(thiophen-2-yl)propyl)piperidin-3,4,5-triol C[C@H]1N(C[C@@H]([C@H]([C@@H]1O)O)O)CCCC=1SC=CC1